BrC=1C(NC(N(C1)[C@H]1O[C@@]([C@H](C1)O)(CO)C#C)=O)=O 5-bromo-1-((2S,4S,5R)-5-ethynyl-4-hydroxy-5-(hydroxymethyl)tetrahydrofuran-2-yl)pyrimidine-2,4(1H,3H)-dione